FC=1C=C(C(=NC1)C(=O)O)C(F)(F)F 5-fluoro-3-(trifluoromethyl)pyridine-2-carboxylic acid